N1CC(C1)N1CC(C1)N1CCC(CC1)N1N=C(C=2C1=NC=NC2N)C2=CC=C(C=C2)OC2=CC=CC=C2 1-[1-[1-(azetidin-3-yl)azetidin-3-yl]-4-piperidinyl]-3-(4-phenoxybenzeneyl)pyrazolo[3,4-d]pyrimidin-4-amine